CC(C)(C)SN (S)-(-)-2-methyl-2-propanesulfenamide